CN(CCC=1C(=CC(N(C1)C(C(=O)N[C@@H](CC(=O)O)C=1C=C(C=C(C1F)C)C1=C(C=CC=C1C)CC)CC(C)C)=O)C(F)(F)F)C (3S)-3-(2-(5-(2-(dimethylamino)ethyl)-2-oxo-4-(trifluoromethyl)pyridin-1(2H)-yl)-4-methylpentanamido)-3-(2'-ethyl-4-fluoro-5,6'-dimethyl-[1,1'-biphenyl]-3-yl)propanoic acid